N-(4-fluoro-1,3-benzothiazol-2-yl)-3,3,5-trimethylcyclohexane-1-carboxamide FC1=CC=CC2=C1N=C(S2)NC(=O)C2CC(CC(C2)C)(C)C